2-fluoro-5-methyl-4-((8-oxo-9-(tetrahydro-2H-pyran-4-yl)-7-(2,2,2-trifluoroethyl)-8,9-dihydro-7H-purin-2-yl)amino)benzamide FC1=C(C(=O)N)C=C(C(=C1)NC1=NC=C2N(C(N(C2=N1)C1CCOCC1)=O)CC(F)(F)F)C